C(C)(C)C1=NNC=N1 3-isopropyl-[1,2,4]triazole